C(CC(=O)OCC)(=O)OCCC(CC(CC(C)C)=C)C 3,7-dimethyl-5-methyleneoctyl ethyl malonate